tert-butyl-6-(4-((2-(2,6-dioxopiperidin-3-yl)-1-oxoisoindolin-5-yl)ethynyl)-1H-pyrazol-1-yl)-2-azaspiro[3.3]heptan-2-carboxylate C(C)(C)(C)OC(=O)N1CC2(C1)CC(C2)N2N=CC(=C2)C#CC=2C=C1CN(C(C1=CC2)=O)C2C(NC(CC2)=O)=O